COC=1C(=C2C=CNC2=C(C1)C)CN1[C@H](C[C@@H](CC1)N1N=CC(=C1)S(=O)(=O)C)C1=CC=C(C(=O)O)C=C1 |r| (±)-trans-4-(1-((5-methoxy-7-methyl-1H-indol-4-yl)methyl)-4-(4-(methylsulfonyl)-1H-pyrazol-1-yl)piperidin-2-yl)benzoic acid